2-amino-5-[(3'R)-6,7-dihydrospiro[pyrazolo[5,1-c][1,4]oxazine-4,3'-pyrrolidin]-2-yl]pyridine-3-carbonitrile NC1=NC=C(C=C1C#N)C1=NN2C(=C1)[C@@]1(CNCC1)OCC2